ClC=1C=C(C=CC1F)C=1N=CN(C1C=1C=CC=2N(C1)C=CN2)CCCF 6-(4-(3-chloro-4-fluorophenyl)-1-(3-fluoro-propyl)-1H-imidazol-5-yl)imidazo[1,2-a]pyridine